ClC1=CC=C2C(=CNC2=C1)S(=O)(=O)NC=1C(=NC(=CC1)OCC(F)F)OC 6-Chloro-N-[6-(2,2-difluoroethoxy)-2-methoxypyridin-3-yl]-1H-indol-3-sulfonamid